2-(Dimethylamino)-N-[(1s,4s)-4-{2-[(2-methoxyphenyl)amino]-7-oxo-5-[2-(triisopropylsilyl)ethynyl]pyrido[2,3-d]pyrimidin-8-yl}cyclohexyl]acetamide CN(CC(=O)NC1CCC(CC1)N1C(C=C(C2=C1N=C(N=C2)NC2=C(C=CC=C2)OC)C#C[Si](C(C)C)(C(C)C)C(C)C)=O)C